O1CC(CC1)N1CCC2(CC1)CNC1=CC=CC=C12 1'-(oxolan-3-yl)-1,2-dihydrospiro[indole-3,4'-piperidin]